tert-butyl (6-((6-(4-(2-methoxypropan-2-yl)piperidin-1-yl)-2-methylpyridin-3-yl)amino)spiro[3.3]heptan-2-yl)carbamate COC(C)(C)C1CCN(CC1)C1=CC=C(C(=N1)C)NC1CC2(CC(C2)NC(OC(C)(C)C)=O)C1